tert-butyl 3-((6-chloro-4-(oxetan-3-ylamino)pyridazin-3-yl)ethynyl)azetidine-1-carboxylate ClC1=CC(=C(N=N1)C#CC1CN(C1)C(=O)OC(C)(C)C)NC1COC1